BrC1=C2C=CC=NC2=C(C=C1)COC 5-bromo-8-(methoxymethyl)quinoline